4-methoxybenzo[d]thiazole-6-carboxylic acid methyl ester COC(=O)C1=CC2=C(N=CS2)C(=C1)OC